tert-butyl N-(D-prolyl)-N-methyl-L-valinate N1[C@H](CCC1)C(=O)N([C@@H](C(C)C)C(=O)OC(C)(C)C)C